FC1=C(C=C(C=C1)O)C(=O)N1CC2(C1)CC(C2)N2N=C(C(=C2)C(F)(F)F)C2=C(C=CC(=C2)C)F (2-fluoro-5-hydroxyphenyl)(6-(3-(2-fluoro-5-methylphenyl)-4-(trifluoromethyl)-1H-pyrazol-1-yl)-2-azaspiro[3.3]heptan-2-yl)methanone